4-(aminomethyl)thiazol NCC=1N=CSC1